ClC=1C=C(C=C(C1)Cl)C1(CC(=NO1)C1=CC(=C(C(=O)OC)C=C1)C)C(F)(F)F Methyl 4-(5-(3,5-dichlorophenyl)-5-(trifluoromethyl)-4,5-dihydroisoxazol-3-yl)-2-methylbenzoate